NC1=C(C=C(C(=O)N(C)C)C=C1)OCC1=CC=CC=C1 4-amino-3-benzyl-oxy-N,N-dimethylbenzamide